CNC1CNC1 N-methyl-azetidin-3-amine